C(C1=CC=CC=C1)N1C=CC2=C(C=CC=C12)C1=CC=C(O1)CN1C(CSC12CCN(CC2)C(CCl)=O)=O 4-((5-(1-benzyl-1H-indol-4-yl)furan-2-yl)methyl)-8-(2-chloroacetyl)-1-thia-4,8-diazaspiro[4.5]Decan-3-one